C(C)OC1CCC(CC1)N1N=C(C(=C1)C1=C(N=C(O1)C=1C=NNC1)C(=O)N)C1=NC=CN=C1 (1-((1r,4r)-4-ethoxycyclohexyl)-3-(pyrazin-2-yl)-1H-pyrazol-4-yl)-2-(1H-pyrazol-4-yl)oxazole-4-carboxamide